2'-fluoro-N4-caproyl-cytidine triphosphate P(O)(=O)(OP(=O)(O)OP(=O)(O)O)OC[C@@H]1[C@H]([C@]([C@@H](O1)N1C(=O)N=C(NC(CCCCC)=O)C=C1)(O)F)O